N1C(=CC=2C=NC=CC21)CNC(CN2C(=NC=C(C2=O)NCCCC2=CC=CC=C2)C2=CC=C(C=C2)O[C@H]2[C@@H]1[C@H](OC2)[C@@H](CO1)OC)=O N-((1H-pyrrolo[3,2-c]pyridine-2-yl)methyl)-2-(2-(4-(((3R,3aR,6R,6aR)-6-methoxyhexahydrofuro[3,2-b]furan-3-yl)oxy)phenyl)-6-oxo-5-((3-phenylpropyl)amino)pyrimidin-1(6H)-yl)acetamide